[(1R,2S,4R)-4-{[5-({4-[(S)-(3-chlorophenyl)(hydroxy)methyl]-5-methyl-2-thienyl}carbonyl)pyrimidin-4-yl]amino}-2-hydroxycyclopentyl]methyl sulfamate S(N)(OC[C@@H]1[C@H](C[C@@H](C1)NC1=NC=NC=C1C(=O)C=1SC(=C(C1)[C@@H](O)C1=CC(=CC=C1)Cl)C)O)(=O)=O